N-((2'-ethoxy-5-(4-(6-ethoxy-2-(trifluoromethyl)nicotinoyl)piperazin-1-yl)-[2,3'-bipyridin]-6-yl)methyl)-2-nitrobenzenesulfonamide C(C)OC1=NC=CC=C1C1=NC(=C(C=C1)N1CCN(CC1)C(C1=C(N=C(C=C1)OCC)C(F)(F)F)=O)CNS(=O)(=O)C1=C(C=CC=C1)[N+](=O)[O-]